C1(=CC=CC=C1)C1=CC=CC=2N(C3=CC=CC=C3C12)CCP(OCC)(OCC)=O diethyl (2-(4-phenyl-9H-carbazol-9-yl)ethyl)phosphonate